ClC=1C=C2C(C=C(OC2=C(C1O)C1=CC=NN1)C1=CC=CC=C1)=O 6-Chloro-7-hydroxy-2-phenyl-8-(1H-pyrazol-5-yl)-4H-chromen-4-one